tert-butyl (R)-3-((8-bromoisoquinolin-1-yl)amino)piperidine-1-carboxylate BrC=1C=CC=C2C=CN=C(C12)N[C@H]1CN(CCC1)C(=O)OC(C)(C)C